3,5-Dimethylcyclohexane-1-carboxylic acid CC1CC(CC(C1)C)C(=O)O